7-((4-(2-fluoro-6-(methylcarbamoyl)pyridin-3-yl)piperazin-1-yl)methyl)-2-chloro-9-fluoropyrazolo[1,5-a]quinoxalin-4(5H)-one FC1=NC(=CC=C1N1CCN(CC1)CC=1C=C2NC(C=3N(C2=C(C1)F)N=C(C3)Cl)=O)C(NC)=O